N1=C(C=CC=C1)C1=NN=C(O1)C(=O)NN 5-(pyridin-2-yl)-1,3,4-oxadiazole-2-carbohydrazide